O=C1N(C(C2=CC=CC=C12)=O)C[C@H]1N(CCC2=CC=CC(=C12)OCCCC(=O)NC)C(=O)OC(C)(C)C tert-butyl (S)-1-((1,3-dioxoisoindolin-2-yl)methyl)-8-(4-(methylamino)-4-oxobutoxy)-3,4-dihydroisoquinoline-2(1H)-carboxylate